COC(=O)C1=COC=C1C(=O)O furan-3,4-dicarboxylic acid methyl ester